NC=1NC(C=2N(C(N(C2N1)[C@@H]1O[C@@H]([C@H]([C@H]1O)F)CO)=O)CC1(CC1)C#N)=O 1-((2-Amino-9-((2R,3S,4S,5R)-4-fluoro-3-hydroxy-5-(hydroxymethyl)tetrahydrofuran-2-yl)-6,8-dioxo-1,6,8,9-tetrahydro-7H-purin-7-yl)methyl)cyclopropan-1-carbonitril